tert-butyl 3-((tert-butyldimethylsilyl) oxy)-5-hydroxy-4,4-dimethylpiperidine-1-carboxylate [Si](C)(C)(C(C)(C)C)OC1CN(CC(C1(C)C)O)C(=O)OC(C)(C)C